BrC=1C(=C(C=C(C1)C)C(CC#N)=O)O 3-(3-bromo-2-hydroxy-5-methylphenyl)-3-oxopropionitrile